2-((3S,4R)-3,4-difluoropyrrolidin-1-yl)-N-(4-iodo-2-(6-azaspiro[2.5]octan-6-yl)benzoyl)-6-methylpyrimidine-4-carbohydrazide F[C@H]1CN(C[C@H]1F)C1=NC(=CC(=N1)C(=O)N(N)C(C1=C(C=C(C=C1)I)N1CCC2(CC2)CC1)=O)C